((1s,4s)-4-((2-((2-(1-(Cyclopropylsulfonyl)-1H-pyrazol-4-yl)pyrimidin-4-yl)amino)-5-((3-fluorotetrahydrofuran-3-yl)ethynyl)pyridin-4-yl)amino)cyclohexyl)methanol C1(CC1)S(=O)(=O)N1N=CC(=C1)C1=NC=CC(=N1)NC1=NC=C(C(=C1)NC1CCC(CC1)CO)C#CC1(COCC1)F